C(CCCCC)C=1C(CCCC1)=O 2-hexylcyclohex-2-en-1-one